N1(CCOCC1)C1=CC=C(C=C1)NC1=CC(=NC=N1)C=1C=C(C=CC1)NC(C=C)=O N-(3-(6-(4-morpholinylphenylamino)pyrimidin-4-yl)phenyl)acrylamide